5,6-difluoro-3-methylindoline-1,3-dicarboxylic acid 1-(tert-butyl) ester 3-methyl ester COC(=O)C1(CN(C2=CC(=C(C=C12)F)F)C(=O)OC(C)(C)C)C